ClC=1C=C(C=C(C1)[C@@H]1N(CCN(C1)S(=O)(=O)C)C(\C=C/Cl)=O)C1=CC(=NC=C1)NC(C)=O (S,Z)-N-(4-(3-chloro-5-(1-(3-chloroacryloyl)-4-(methylsulfonyl)piperazin-2-yl)phenyl)pyridin-2-yl)acetamide